8-(4-Cyclopropylphenyl)-6-fluoro-3,4-dihydrobenzo[e][1,2,3]oxathiazine 2,2-dioxide C1(CC1)C1=CC=C(C=C1)C1=CC(=CC=2CNS(OC21)(=O)=O)F